ClC=1N=C(C2=C(N1)C(=C(N=C2OC([2H])([2H])[2H])Cl)F)Cl 2,4,7-trichloro-8-fluoro-5-(methoxy-d3)pyrido[4,3-d]pyrimidine